cyclopentylboronic acid methyliminodiacetate CN(CC(=O)O)CC(=O)O.C1(CCCC1)B(O)O